FC1(OC2=C(O1)C=CC(=C2)C2CC2)F 1-(2,2-difluorobenzo[1,3]dioxol-5-yl)cyclopropane